OC1=CC(=NN1C=1C=CC(=NC1)C(=O)O)C 5-(5-hydroxy-3-methyl-1H-pyrazol-1-yl)picolinic acid